C(C)(C)(C)OC(=O)N1CCC(CC1)C1=NC(=CC=C1)OCC1=C(C=C(C=C1)C(NC)=O)F 4-(6-((2-fluoro-4-(methylcarbamoyl)benzyl)oxy)pyridin-2-yl)piperidine-1-carboxylic acid tert-butyl ester